C(#N)C1=C(C=CC2=C1O[C@H]1[C@@H](N2C)CN(CC1)C(=O)OC(C)(C)C)[N+](=O)[O-] tert-butyl (4aR,10aS)-6-cyano-10-methyl-7-nitro-4,4a,10,10a-tetrahydro-1H-benzo[b]pyrido[3,4-e][1,4]oxazine-2(3H)-carboxylate